[1-(2-aminoethyl)imidazo[4,5-c]pyridin-6-yl]-5-(5-fluoropyrimidin-4-yl)thiazol-2-amine NCCN1C=NC=2C=NC(=CC21)C=2N=C(SC2C2=NC=NC=C2F)N